(2S,4R)-4-(m-tolyloxy)pyrrolidine-2-carboxylic acid methyl ester COC(=O)[C@H]1NC[C@@H](C1)OC=1C=C(C=CC1)C